2-(1-cyano-2-(1-(3-cyano-4,5-dimethylfuran-2-yl)-2,5-dimethyl-1H-pyrrol-3-yl)vinyl)-1H-benzo[d]imidazole-6-carboxylic acid ethyl ester C(C)OC(=O)C=1C=CC2=C(NC(=N2)C(=CC2=C(N(C(=C2)C)C=2OC(=C(C2C#N)C)C)C)C#N)C1